ONC(C1=CC=C(C=C1)CN1N=NN=C1C1=NC=CC=C1)=O N-hydroxy-4-((5-(pyridin-2-yl)-1H-tetrazol-1-yl)methyl)benzamide